N4,N6-bis(2,4-dimethoxybenzyl)-2-(fluoromethyl)pyrimidine-4,6-diamine COC1=C(CNC2=NC(=NC(=C2)NCC2=C(C=C(C=C2)OC)OC)CF)C=CC(=C1)OC